2-(naphthalen-1-yl)acetic acid C1(=CC=CC2=CC=CC=C12)CC(=O)O